ClC=1C=NN2C1C(NC1=CC(=CC(=C21)C)CCl)=O 3-chloro-7-(chloromethyl)-9-methylpyrazolo[1,5-a]quinoxalin-4(5H)-one